6-(2,6-Dichlorophenyl)-2-((3-fluoro-4-((3S,5R)-3,4,5-trimethylpiperazin-1-yl)phenyl)amino)-8,9-dihydroimidazo[1,2-a]pyrimido[5,4-e]pyrimidin-5(6H)-one ClC1=C(C(=CC=C1)Cl)N1C=2N(C3=C(C1=O)C=NC(=N3)NC3=CC(=C(C=C3)N3C[C@@H](N([C@@H](C3)C)C)C)F)CCN2